tert-butyldiphenylsilyl chloride [Si](C1=CC=CC=C1)(C1=CC=CC=C1)(C(C)(C)C)Cl